benzyl-5-methoxyindolin-2-one C(C1=CC=CC=C1)N1C(CC2=CC(=CC=C12)OC)=O